(6-((5-(3-(2-fluorophenyl)-1,2,4-oxadiazol-5-yl)pyrazin-2-yl)oxy)-1-methyl-1H-indol-2-yl)(4-(4-(2,2,2-trifluoroethoxy)benzyl)piperazin-1-yl)methanone FC1=C(C=CC=C1)C1=NOC(=N1)C=1N=CC(=NC1)OC1=CC=C2C=C(N(C2=C1)C)C(=O)N1CCN(CC1)CC1=CC=C(C=C1)OCC(F)(F)F